FC1=CC(=CC=2N(C(=NC21)C)C(C)C)C=2C=CN1N=C(N=CC12)NCC(C(F)(F)F)(C)C 5-(4-fluoro-1-isopropyl-2-methyl-1H-benzo[d]imidazol-6-yl)-N-(3,3,3-trifluoro-2,2-dimethylpropyl)pyrrolo[2,1-f][1,2,4]triazin-2-amine